C1(=CC=CC=C1)C=CC1=C(C=CC=C1)/C(/C(=O)OC)=C\OC (E)-methyl 2-[2-(2-phenylethen-1-yl)-phenyl]-3-methoxyacrylate